N-(3-(trifluoromethyl)cyclopentyl)thiophene-2-sulfonamide 6-((3-(1,1,1,5,5,5-hexamethyl-3-((trimethylsilyl)oxy)trisiloxan-3-yl)propyl)amino)-N,N-dimethyl-6-oxohexan1-aminoxide C[Si](O[Si](O[Si](C)(C)C)(O[Si](C)(C)C)CCCNC(CCCCC[N+](C)(C)[O-])=O)(C)C.FC(C1CC(CC1)NS(=O)(=O)C=1SC=CC1)(F)F